4-((1S,3S)-3-((5-methoxypyridin-2-yl)oxy)cyclohexyl)thiazol-2-amine COC=1C=CC(=NC1)O[C@@H]1C[C@H](CCC1)C=1N=C(SC1)N